(R)-(6-(4-(4-fluoro-2-methoxyphenyl)piperidin-1-yl)-2-azaspiro[3.4]oct-2-yl)(oxetan-3-yl)methanone FC1=CC(=C(C=C1)C1CCN(CC1)[C@H]1CC2(CN(C2)C(=O)C2COC2)CC1)OC